C(CCC)NCCCC N-butylbutan-1-amine